4-((9-(6-amino-4-methyl-3-(trifluoromethyl)pyridin-2-yl)-8-chloro-5,6-dihydro-4H-[1,4]oxazepino[5,6,7-de]quinazolin-4-yl)methyl)pyridazin-3-amine NC1=CC(=C(C(=N1)C=1C(=C2C=3C(=NC=NC3C1)N(CCO2)CC2=C(N=NC=C2)N)Cl)C(F)(F)F)C